(4-(1-(3-chloro-4-cyclopropylphenyl)azetidin-3-yl)-2,6-dimethylbenzyl)-3-methylazetidin-3-ol ClC=1C=C(C=CC1C1CC1)N1CC(C1)C1=CC(=C(CN2CC(C2)(O)C)C(=C1)C)C